FC1=C(CN2CCC3(CCN(CC3)S(=O)(=O)C=3C=CC(=NC3)N3C(OCC3)=O)CC2)C=CC=C1 3-(5-((9-(2-Fluorobenzyl)-3,9-diazaspiro[5.5]undecan-3-yl)sulfonyl)pyridin-2-yl)oxazolidin-2-one